benzyldimethyloctadecylammonium chloride [Cl-].C(C1=CC=CC=C1)[N+](CCCCCCCCCCCCCCCCCC)(C)C